4-methyl-3-(methylsulfonyl)-N-((4-(3-(pyridin-3-yl)phenyl)pyridin-2-yl)methyl)benzamide CC1=C(C=C(C(=O)NCC2=NC=CC(=C2)C2=CC(=CC=C2)C=2C=NC=CC2)C=C1)S(=O)(=O)C